trans-3-((Cyclobutylmethyl)amino)-5-(4-hydroxycyclohexyl)-8-((4-(pyridin-4-yl)piperazin-1-yl)methyl)pyrimido[4,5-c]isoquinolin-6(5H)-one C1(CCC1)CNC=1N=CC2=C(N(C(C=3C=C(C=CC23)CN2CCN(CC2)C2=CC=NC=C2)=O)[C@@H]2CC[C@H](CC2)O)N1